2-(6-tert-butoxyhexoxy)-2-methyl-propane C(C)(C)(C)OCCCCCCOC(C)(C)C